N-(4-(2-propylhydrazine-1-carbonyl)benzyl)benzofuran-2-carboxamide C(CC)NNC(=O)C1=CC=C(CNC(=O)C=2OC3=C(C2)C=CC=C3)C=C1